tert-butyl 4-(5-(benzyloxy)-6-methylpyridin-2-yl)piperazine-1-carboxylate C(C1=CC=CC=C1)OC=1C=CC(=NC1C)N1CCN(CC1)C(=O)OC(C)(C)C